6-bromo-2-(2,2-difluorocyclopropyl)-4-fluoro-1-isopropyl-1H-benzo[d]imidazole BrC=1C=C(C2=C(N(C(=N2)C2C(C2)(F)F)C(C)C)C1)F